2-((6-chloro-2-methylpyrimidin-4-yl)amino)-N-(3,5-dimethylpyridin-4-yl)thiazole-5-carboxamide ClC1=CC(=NC(=N1)C)NC=1SC(=CN1)C(=O)NC1=C(C=NC=C1C)C